C(C)(OCCO[C@@H](C)C=1SC=CC1Br)=S (S)-(2-(1-(3-bromothiophen-2-yl)ethoxy)ethyl) ethanethioate